Gadolinium hexaboride B12B3[B-]14B5[B-]23B45.[Gd+2]